NC1=NC=CC(=C1C1CN(CCN1)C(=O)[O-])OC1=C(C=C(C=C1)NC(=O)C=1C(N(C=CC1I)C1=CC=C(C=C1)F)=O)F 3-(2-amino-4-(2-fluoro-4-(1-(4-fluorophenyl)-4-iodo-2-oxo-1,2-dihydropyridine-3-carboxamido)phenoxy)pyridin-3-yl)piperazine-1-carboxylate